tris(ethylmethylamide) (pyrazolate) titanium [Ti+4].N1N=C(C=C1)C(=O)[O-].C(C)[N-]C.C(C)[N-]C.C(C)[N-]C